IC1=CC=C(C=C1)C=C(C)C 1-iodo-4-(2-methylpropan-1-enyl)benzene